OC1(CCC1)C1=C(C(=CC=C1)C)NC(CC(C)(C)C)=O N-[2-(1-hydroxycyclobutyl)-6-methyl-phenyl]-3,3-dimethyl-butyramide